FC(C(C(=O)N1CCOC2=C(C1)C=NC=C2C#N)(C)C)(C)F 4-(3,3-difluoro-2,2-dimethyl-butanoyl)-3,5-dihydro-2H-pyrido[3,4-f][1,4]oxazepine-9-carbonitrile